FC1=C(C(=C(C2=C(C(=C(C(=C12)F)F)F)F)F)F)[B-](C1=C(C2=C(C(=C(C(=C2C(=C1F)F)F)F)F)F)F)(C1=C(C2=C(C(=C(C(=C2C(=C1F)F)F)F)F)F)F)C1=C(C2=C(C(=C(C(=C2C(=C1F)F)F)F)F)F)F.C[NH+](CCCCCCCCCCCCCC)CCCCCCCCCCCCCC N-methyl-N,N-di(tetradecyl)ammonium tetra(perfluoronaphthalen-2-yl)borate